4,6-bis(biphenyl-3-yl)-1,3,5-triazine C1(=CC(=CC=C1)C1=NC=NC(=N1)C=1C=C(C=CC1)C1=CC=CC=C1)C1=CC=CC=C1